1,2,2-trichloroethane ClCC(Cl)Cl